methyl 4-((9-cyclopentyl-7,7-difluoro-5-methyl-6-oxo-6,7,8,9-tetrahydro-5H-pyrimido[4,5-b][1,4]diazepin-2-yl)amino)-5-ethoxy-2-fluorobenzoate C1(CCCC1)N1C2=C(N(C(C(C1)(F)F)=O)C)C=NC(=N2)NC2=CC(=C(C(=O)OC)C=C2OCC)F